7-((2S,5R)-4-(but-2-ynoyl)-2,5-dimethylpiperazin-1-yl)-9-chloro-10-(2,4-difluorophenyl)-2H-[1,4]oxazino[2,3,4-ij]quinazolin-5(3H)-one C(C#CC)(=O)N1C[C@@H](N(C[C@H]1C)C1=NC(N2C3=C(C(=C(C=C13)Cl)C1=C(C=C(C=C1)F)F)OCC2)=O)C